4-(cyclopropanecarbonyl)-1-(3-fluoro-4-methylbenzyl)-5-hydroxy-1,3-dihydro-2H-benzo[b]azepin-2-one C1(CC1)C(=O)C1=C(C2=C(N(C(C1)=O)CC1=CC(=C(C=C1)C)F)C=CC=C2)O